(3R,4R)-1-(4-((5-isopropyl-8-((2R,3S)-2-methyl-3-(4-methyl-4H-1,2,4-triazol-3-yl)azetidin-1-yl)isoquinolin-3-yl)amino)pyrimidin-2-yl)-4-methoxypiperidin-3-ol C(C)(C)C1=C2C=C(N=CC2=C(C=C1)N1[C@@H]([C@H](C1)C1=NN=CN1C)C)NC1=NC(=NC=C1)N1C[C@H]([C@@H](CC1)OC)O